2-decylamine CC(CCCCCCCC)N